4'-(4-hydroxy-4-((4-oxopyrrolo[2,1-f][1,2,4]triazin-3(4H)-yl)methyl)piperidine-1-carbonyl)-N,N-dimethyl-[1,1'-biphenyl]-4-carboxamide OC1(CCN(CC1)C(=O)C1=CC=C(C=C1)C1=CC=C(C=C1)C(=O)N(C)C)CN1C=NN2C(C1=O)=CC=C2